C1=NC=C(C2=CC=CC=C12)N1C(N(CC1C#N)C1=NC=C(C=N1)C(F)(F)F)=O 3-(isoquinolin-4-yl)-2-oxo-1-(5-(trifluoromethyl)pyrimidin-2-yl)imidazoline-4-carbonitrile